dimethyl-(4-(oxiran-2-yl)butyl)silane C[SiH](CCCCC1OC1)C